OC1=C(N(C=CC1=C=O)NC(C=CC1=CC=CC=C1)=O)C N-(3-hydroxy-2-methyl-4-carbonyl-pyridine-1(4H)-yl)cinnamamide